N-(2-chloro-phenyl)-2-methyl-N-phenylacetamide ClC1=C(C=CC=C1)N(C(CC)=O)C1=CC=CC=C1